ClC=1C(=NC2=CC=C(C=C2C1N[C@H](C)C=1C=C(C#N)C=CC1F)C=1C=NC(=CC1)P(=O)(C)C)C 3-[(1R)-1-({3-chloro-6-[6-(dimethylphosphoryl)pyridin-3-yl]-2-methylquinolin-4-yl}amino)ethyl]-4-fluorobenzonitrile